tert-butyl N-[(1R)-1-formyl-3-methyl-butyl]carbamate C(=O)[C@@H](CC(C)C)NC(OC(C)(C)C)=O